FC(COC1=C(C=C(C(=N1)OC)N)F)F 6-(2,2-difluoroethoxy)-5-fluoro-2-methoxypyridin-3-amine